(3S)-3-[8-(1,4-dioxa-8-azaspiro[4.5]decan-8-yl)-2,3-dihydro-1,4-benzoxazin-4-yl]piperidine-2,6-dione O1CCOC12CCN(CC2)C2=CC=CC=1N(CCOC12)[C@@H]1C(NC(CC1)=O)=O